FC=1C(=NC(=NC1)N[C@@H]1C[C@H]2CO[C@@H]([C@H]1O)O2)C2=C(C=1C(N(C(=CC1S2)CN2CCOCC2)C)=O)C 2-(5-fluoro-2-(((1S,3R,4S,5R)-4-hydroxy-6,8-dioxabicyclo[3.2.1]octan-3-yl)amino)pyrimidin-4-yl)-3,5-dimethyl-6-(morpholinomethyl)thieno[3,2-c]pyridin-4(5H)-one